C1(CCCCC1)CC1=C(C(=O)N)C=CC=C1 (cyclohexylmethyl)benzamide